(S)-3-(4-((difluoromethyl)sulfonamido)-3-(1-(oxazol-2-yl)ethoxy)phenyl)-5-(pyrazin-2-ylamino)-1H-pyrazole-4-carboxamide FC(S(=O)(=O)NC1=C(C=C(C=C1)C1=NNC(=C1C(=O)N)NC1=NC=CN=C1)O[C@@H](C)C=1OC=CN1)F